3-[1-(4-amino-3-methyl-1H-pyrazolo[3,4-d]-pyrimidin-1-yl)ethyl-6-cyano-2-ethoxy-5-methylphenyl]-N,N-dimethylpyridine-2-carboxamide NC1=C2C(=NC=N1)N(N=C2C)C(C)C=2C(=C(C(=C(C2)C)C#N)C=2C(=NC=CC2)C(=O)N(C)C)OCC